C[C@@H]([C@@H](C1=CN=C2C(=N1)C(=O)NC(=N2)N)O)O The molecule is a biopterin in which the 1,2-dihydroxypropyl group has (1R,2S)-configuration; naturally occurring form. It is an enantiomer of a D-erythro-biopterin.